4-chloro-1-(1-(2-(quinolin-6-yl)acetyl)piperidin-4-yl)-1,3-dihydro-2H-benzo[d]imidazol-2-one ClC1=CC=CC=2N(C(NC21)=O)C2CCN(CC2)C(CC=2C=C1C=CC=NC1=CC2)=O